6-acetyl-8-cyclopentyl-2-[[5-[4-[1-[4-(hydroxymethyl)phenyl]-1-methyl-ethyl]piperazin-1-yl]-2-pyridyl]amino]-5-methyl-pyrido[2,3-d]pyrimidin-7-one C(C)(=O)C1=C(C2=C(N=C(N=C2)NC2=NC=C(C=C2)N2CCN(CC2)C(C)(C)C2=CC=C(C=C2)CO)N(C1=O)C1CCCC1)C